3-(cyclohexylamino)-1-propane-sulfonic acid C1(CCCCC1)NCCCS(=O)(=O)O